3-glycidyloxyoctyl-triethoxysilane C(C1CO1)OC(CC[Si](OCC)(OCC)OCC)CCCCC